3-(aminomethyl)-5-bromo-3,4-dihydroquinolin-2(1H)-one NCC1C(NC2=CC=CC(=C2C1)Br)=O